COC(C1=CC=C(C=C1)CCCC(F)(F)F)=O 4-(4,4,4-Trifluorobutyl)benzoic acid methyl ester